N1(C=NC=C1)C1=CC=C(C=N1)/C=C/C=1C=NC(=NC1)N1C[C@@H](N(CC1)C1=NC=CC=N1)COCCF (R,E)-5-(2-(6-(1H-imidazol-1-yl)pyridin-3-yl)vinyl)-2-(3-((2-fluoroethoxy)methyl)-4-(pyrimidin-2-yl)piperazin-1-yl)pyrimidine